(R)-methyl 2-(4-(tert-butoxycarbonyl)-2-methylpiperazin-1-yl)-4-isopropylbenzo[d]thiazole-6-carboxylate C(C)(C)(C)OC(=O)N1C[C@H](N(CC1)C=1SC2=C(N1)C(=CC(=C2)C(=O)OC)C(C)C)C